C(C1=CC=CC=C1)OP(=O)(OCC1=CC=CC=C1)OC1=C(C=C(C(=O)OCCl)C=C1)OC Chloromethyl 4-((bis(benzyloxy)phosphoryl)oxy)-3-methoxybenzoate